(2S,5S)-2-(1-(4-bromophenyl)-3-(5-chloropyridin-2-yl)-1H-pyrazol-4-yl)-5-methyl-3-(2-(2-oxoindolin-5-yl)ethyl)oxazolidin-4-one BrC1=CC=C(C=C1)N1N=C(C(=C1)[C@@H]1O[C@H](C(N1CCC=1C=C2CC(NC2=CC1)=O)=O)C)C1=NC=C(C=C1)Cl